5-(2-fluorobenzyl)-N-(6-(5-((4-hydroxy-4-methylpentyl)oxy)-2-(trifluoromethyl)phenyl)pyrimidin-4-yl)-4H-1,2,4-triazole-3-carboxamide FC1=C(CC=2NC(=NN2)C(=O)NC2=NC=NC(=C2)C2=C(C=CC(=C2)OCCCC(C)(C)O)C(F)(F)F)C=CC=C1